tert-butyl-4-({6-[6-(methylsulfanyl)-3-oxo-2-(prop-2-en-1-yl)-1H,2H,3H-pyrazolo[3,4-d]pyrimidin-1-yl]pyridin-2-yl}oxy)piperidine-1-carboxylate C(C)(C)(C)OC(=O)N1CCC(CC1)OC1=NC(=CC=C1)N1N(C(C=2C1=NC(=NC2)SC)=O)CC=C